2-(4-(1-HYDROXYPROPAN-2-YL)PHENYL)ISOINDOLIN-1-ON OCC(C)C1=CC=C(C=C1)N1C(C2=CC=CC=C2C1)=O